Ethyl (S)-3-(5-cyclopropyl-3',4,4'-trifluoro-6'-methyl-2'-(pent-4-en-1-yloxy)-[1,1'-biphenyl]-3-yl)-3-((R)-2-((methylsulfonyl)oxy)pent-4-enamido)propanoate C1(CC1)C=1C(=C(C=C(C1)C1=C(C(=C(C=C1C)F)F)OCCCC=C)[C@H](CC(=O)OCC)NC([C@@H](CC=C)OS(=O)(=O)C)=O)F